N-((1-(4-(6-(Difluoromethyl)imidazo[1,2-b]pyridazin-3-yl)pyridin-2-yl)piperidin-3-yl)methyl)methanesulfonamide FC(C=1C=CC=2N(N1)C(=CN2)C2=CC(=NC=C2)N2CC(CCC2)CNS(=O)(=O)C)F